3-(5''-bromo-6''-fluorodispiro[cyclopropane-1,1'-cyclohexane-4',3''-indoline]-1''-carbonyl)-N-(tert-butyl)benzenesulfonamide BrC=1C=C2C3(CN(C2=CC1F)C(=O)C=1C=C(C=CC1)S(=O)(=O)NC(C)(C)C)CCC1(CC3)CC1